NC=1SC2=C(N1)C(=CC=C2F)C2=C(C=C1C(=NC(=NC1=C2F)OC[C@]21CCCN1C[C@@H](C2)F)N2CCC(CCC2)C#N)Cl 1-(7-(2-amino-7-fluoro-benzo[d]thiazol-4-yl)-6-chloro-8-fluoro-2-(((2R,7aS)-2-fluorotetra-hydro-1H-pyrrolizin-7a(5H)-yl)methoxy)quinazolin-4-yl)azepane-4-carbonitrile